1,1,1-trifluoro-2-methylpropan-2-yl (S)-4-(7-(3-cyanophenyl)-5-cyclopropyl-7H-pyrrolo[2,3-d]pyrimidin-4-yl)-3-methylpiperazine-1-carboxylate C(#N)C=1C=C(C=CC1)N1C=C(C2=C1N=CN=C2N2[C@H](CN(CC2)C(=O)OC(C(F)(F)F)(C)C)C)C2CC2